2-(2-fluoro-6-methoxyphenyl)-N-(2-(piperidin-4-yl)phenyl)pyrimidine-4-carboxamide FC1=C(C(=CC=C1)OC)C1=NC=CC(=N1)C(=O)NC1=C(C=CC=C1)C1CCNCC1